butanediamin C(CCC)(N)N